C(CC)N(CCC)CC(C)C N,N-dipropyl-isobutylamine